1-ethyl-5-(4-fluorophenyl)-4-oxo-1,4-dihydro-pyridine-3-carboxylic acid C(C)N1C=C(C(C(=C1)C1=CC=C(C=C1)F)=O)C(=O)O